(2,5-dichloro-7-((2-(trimethylsilyl)ethoxy)methyl)-7H-pyrrolo[2,3-d]pyrimidin-4-yl)-1,2,3,4-tetrahydroquinoline ClC=1N=C(C2=C(N1)N(C=C2Cl)COCC[Si](C)(C)C)N2CCCC1=CC=CC=C21